imidazo[1,2-a]pyridin-6-ylmethanol N=1C=CN2C1C=CC(=C2)CO